N-[8-amino-6-(4-methylpyridin-3-yl)-2,7-naphthyridin-3-yl]amine NC=1N=C(C=C2C=C(N=CC12)N)C=1C=NC=CC1C